OCCCC(=O)C1CCC(CC1)C=1C=C2C(=NC(=NC2=CC1OC)C)N[C@H](C)C=1C=C(C=C(C1)C(F)(F)F)C(=O)OC(C)(C)C tert-butyl (3-((R)-1-((6-((1R,4R)-4-((2-hydroxyethyl)(methyl)carbonyl)cyclohexyl)-7-methoxy-2-methylquinazolin-4-yl)amino)ethyl)-5-(trifluoromethyl)phenyl)carboxylate